3-(1-oxo-5-(((1R,2S)-2-((tetrahydro-2H-pyran-4-yl)amino)cyclohexyl)methyl)isoindolin-2-yl)piperidine-2,6-dione O=C1N(CC2=CC(=CC=C12)C[C@@H]1[C@H](CCCC1)NC1CCOCC1)C1C(NC(CC1)=O)=O